chloro-2-(2,2,2-trifluoroethoxy)-5-(trifluoromethyl)pyrimidine ClC1=NC(=NC=C1C(F)(F)F)OCC(F)(F)F